BrC1=CC=C(C=2C=3CC(CCC3NC12)NC(=O)NC1=CC(=C(C=C1)Cl)C(F)(F)F)C(=O)NCCO 8-bromo-3-(3-(4-chloro-3-trifluoromethylphenyl)ureido)-N-(2-hydroxyethyl)-2,3,4,9-tetrahydro-1H-carbazole-5-carboxamide